3-fluoro-7-(4,4,5,5-tetramethyl-1,3,2-dioxaborolan-2-yl)imidazo[1,2-a]pyridine FC1=CN=C2N1C=CC(=C2)B2OC(C(O2)(C)C)(C)C